amino-2,2',4,5,6-pentafluoro-[1,1'-biphenyl]-3,4'-diol NC=1C(=C(C=CC1O)C1=C(C(=C(C(=C1F)F)F)O)F)F